3-(5-((2-ethyl-5,7-dimethyl-3H-imidazo[4,5-b]pyridin-3-yl)methyl)pyridin-2-yl)biphenyl-4-carboxylic Acid C(C)C1=NC=2C(=NC(=CC2C)C)N1CC=1C=CC(=NC1)C=1C=C(C=CC1C(=O)O)C1=CC=CC=C1